FC1=C(C(=CC=C1)C)N1CCC(CC1)NCC=1C(=NN(C1)COCC[Si](C)(C)C)[N+](=O)[O-] [1-(2-fluoro-6-methyl-phenyl)-piperidin-4-yl]-[3-nitro-1-(2-trimethylsilyl-ethoxymethyl)-1H-pyrazol-4-ylmethyl]-amine